CC=1C(=NN2C1C(N(CC2)C2=C(C=C(C=C2)C2=NC1=CC=C(C=C1C=N2)C(F)(F)F)C)=O)CN2CC(OCC2)C 3-methyl-5-(2-methyl-4-(6-(trifluoromethyl)quinazolin-2-yl)phenyl)-2-((2-methylmorpholino)methyl)-6,7-dihydropyrazolo[1,5-a]pyrazin-4(5H)-one